N-ethyl-3-[(3,3,3-trifluoropropyl)sulfinyl]propanamide C(C)NC(CCS(=O)CCC(F)(F)F)=O